NC(COC1=C2C(C=C(N(C2=C(C=N1)Cl)C1=C(C=C(OCC(=O)NC)C=C1Cl)Cl)C)=O)=O 2-(4-(5-(2-Amino-2-oxoethoxy)-8-chloro-2-methyl-4-oxo-1,6-naphthyridin-1(4H)-yl)-3,5-dichlorophenoxy)-N-methylacetamide